C(C1=CC=CC=C1)OC=1C=C(C=C(C1)C(F)(F)F)C(C)=N[S@](=O)C(C)(C)C (R)-N-(1-(3-(benzyloxy)-5-(trifluoromethyl)phenyl)ethylidene)-2-methylpropane-2-sulfinamide